C(C)(C)(C)C=1C=C(C=C(C1)C(C)(C)C)C1=CC(=CC(=C1)NC1=C(C=C(C=C1C1=CC=CC=C1)C(C)(C)C)C1=CC=CC=C1)NC1=C(C=C(C=C1C1=CC=CC=C1)C(C)(C)C)C1=CC=CC=C1 3',5'-di-tert-butyl-N3,N5-bis(5'-(tert-butyl)-[1,1':3',1''-terphenyl]-2'-yl)-[1,1'-biphenyl]-3,5-diamine